(2-chloro-4'-(2-oxo-3-(2,2,2-trifluoroethyl)tetrahydropyrimidin-1(2H)-yl)-[1,1'-biphenyl]-3-yl)piperidine-2,6-dione ClC1=C(C=CC=C1N1C(CCCC1=O)=O)C1=CC=C(C=C1)N1C(N(CCC1)CC(F)(F)F)=O